C(C1=CC=CC=C1)N1N=C(C=C1C(=O)NC1=C(C(=CC=C1F)Br)F)F 2-benzyl-N-(3-bromo-2,6-difluorophenyl)-5-fluoropyrazole-3-carboxamide